P(=O)(O)(O)OCC(=O)[C@@H](O)[C@H](O)[C@H](O)COP(=O)(O)O Fructose 1,6-bisphosphat